2-(3,5-difluorophenyl)-2-methyl-4-trimethylsiloxy-5-amino-3(2H)-furanone FC=1C=C(C=C(C1)F)C1(OC(=C(C1=O)O[Si](C)(C)C)N)C